CNC(O[C@@H]1CC[C@H](CC1)C(N(C1=NC=CC(=C1)C1=CN=C(S1)C1CC1)C[C@@H]1CC[C@H](CC1)C1=NC(=C(C=C1)OC)C#N)=O)=O trans-4-(((trans-4-(6-Cyano-5-methoxypyridin-2-yl)cyclohexyl)methyl) (4-(2-cyclopropylthiazol-5-yl)pyridin-2-yl)carbamoyl)cyclohexyl methylcarbamate